FC1=C(C=CC(=C1)C)C(=O)N1CCC2(C(N3[C@H](O2)CC[C@H]3C3=CC=CC=C3)=O)CC1 (5'S,7a'R)-1-(2-fluoro-4-methylbenzene-1-carbonyl)-5'-phenyl-tetrahydro-3'H-spiro[piperidine-4,2'-pyrrolo[2,1-b][1,3]oxazol]-3'-one